N=COC=1C=C(C=O)C=CC1O mono-iminovanillin